N(/N)=C(\C(=O)OCC)/C ethyl (2E)-2-hydrazonopropanoate